C[C@H]1C=2C(=CC=NC2C[C@@H](C1)C)O (5R,7R)-5,7-dimethyl-5,6,7,8-tetrahydroquinolin-4-ol